2-(chloromethyl)-3,4-dimethoxypyridine ClCC1=NC=CC(=C1OC)OC